C1CCCCC12CCC1(CCCCC1)CC2 dispiro[5.2.59.26]hexadecane